2,4,6-trimethylbenzoyl-methoxyphenylphosphine oxide CC1=C(C(=O)P(C2=CC=CC=C2)(OC)=O)C(=CC(=C1)C)C